NC=1C2=C(N=CN1)N(C=C2)[C@H]2[C@@H]([C@@]1([C@H](O2)[C@H](CC1)OC1=CC=C2C=CC(=NC2=C1)NCC(F)(F)F)O)O (2R,3R,3aS,6S,6aR)-2-(4-amino-7H-pyrrolo[2,3-d]pyrimidin-7-yl)-6-((2-((2,2,2-trifluoroethyl)amino)quinolin-7-yl)oxy)hexahydro-3aH-cyclopenta[b]furan-3,3a-diol